C1CCC12CNC(C2)C(=O)N[C@H](C(=O)OC)C[C@H]2C(NCCC2)=O methyl (2S)-2-(6-azaspiro[3.4]octane-7-carbonylamino)-3-[(3S)-2-oxo-3-piperidyl]propanoate